N[C@H](C(=O)NC1=CC(=C(C=C1)C1=C2C(=NC=C1)NC(=C2)C)C)[C@@H](C(C)C)O (2S,3R)-2-Amino-3-hydroxy-4-methyl-N-[3-methyl-4-(2-methyl-1H-pyrrolo[2,3-b]pyridin-4-yl)phenyl]pentanamide